(R)-2-Amino-N-((S)-1-((5-chloro-2-(2-(ethylamino)-2-oxoethoxy)benzyl)amino)-1-oxopropan-2-yl)-4-phenylbutanamide, Trifluoroacetate Salt FC(C(=O)O)(F)F.N[C@@H](C(=O)N[C@H](C(=O)NCC1=C(C=CC(=C1)Cl)OCC(=O)NCC)C)CCC1=CC=CC=C1